ethyl 3-cyclopropyl-6-[4-methyl-3-(trifluoromethyl)phenyl]-4-oxo-4,5-dihydropyrazolo[1,5-a]pyrazine-2-carboxylate C1(CC1)C=1C(=NN2C1C(NC(=C2)C2=CC(=C(C=C2)C)C(F)(F)F)=O)C(=O)OCC